ClC1=CC(C(C=C1)(C)O)C.[Ca].[Mg] magnesium calcium p-chloroxylenol